((1S,9S)-9-Ethyl-5-fluoro-9-hydroxy-4-methyl-10,13-dioxo-2,3,9,10,13,15-hexahydro-1H,12H-benzo[de]pyrano[3',4':6,7]indolizino[1,2-b]quinolin-1-yl)-5-hydroxypyridinamide C(C)[C@]1(C(OCC=2C(N3CC=4C(=NC=5C=C(C(=C6C5C4[C@H](CC6)C=6C(=NC=C(C6)O)C(=O)N)C)F)C3=CC21)=O)=O)O